CC=1C=C(CN2N=CC=C2)C=C(C1)C 1-(3,5-dimethylbenzyl)-1H-pyrazol